IC1N(CCCC1)C iodo-methyl-piperidine